6-(6-Chloro-1H-pyrazolo[3,4-d]pyrimidin-4-yl)-2-oxa-6-azaspiro[3.3]heptane ClC1=NC(=C2C(=N1)NN=C2)N2CC1(COC1)C2